N-({4-[5-(trifluoromethyl)-1,2,4-oxadiazol-3-yl]phenyl}methyl)-5,6,7,8-tetrahydroquinolin-6-amine FC(C1=NC(=NO1)C1=CC=C(C=C1)CNC1CC=2C=CC=NC2CC1)(F)F